1-[9-(4-chlorophenyl)-8-(3-chloro-4-pyridinyl)-2-(2-hydroxy-2-methyl-propoxy)purin-6-yl]-4-methyl-piperidine-4-carboxamide ClC1=CC=C(C=C1)N1C2=NC(=NC(=C2N=C1C1=C(C=NC=C1)Cl)N1CCC(CC1)(C(=O)N)C)OCC(C)(C)O